C(=O)C1=CC=C(C=C1)C=1N=C(N(N1)C1=CC=C(C=C1)OC(F)(F)F)N=CN(C)C N'-[5-(4-formylphenyl)-2-[4-(trifluoromethoxy)phenyl]-1,2,4-triazol-3-yl]-N,N-dimethylformamidine